1-(1-adamantyl)-N-methyl-methylamine C12(CC3CC(CC(C1)C3)C2)CNC